FC(C1=NC=C(C=C1C)C1=NC(C(C2=CC=CC=C12)(F)F)(C)C)F 1-[2-(difluoromethyl)-3-methylpyridin-5-yl]-4,4-difluoro-3,3-dimethyl-3,4-dihydroisoquinolin